OC1(CC(C1)C(=O)N1CC2(C1)C[C@@H](CC2)C2=C(C=CC(=C2)C(F)(F)F)C)C |r| (rac)-((1s,3s)-3-Hydroxy-3-methylcyclobutyl)(6-(2-methyl-5-(trifluoromethyl)phenyl)-2-azaspiro[3.4]octan-2-yl)methanon